5-(4-((3,8-Dioxabicyclo[3.2.1]oct-2-yl)methoxy)phenyl)-2-oxo-6-(trifluoromethyl)-1,2-dihydropyridine-3-carboxamide C12C(OCC(CC1)O2)COC2=CC=C(C=C2)C=2C=C(C(NC2C(F)(F)F)=O)C(=O)N